(2S,3R)-3-(3,4-difluorophenyl)-N-(quinolin-8-yl)azetidine-2-carboxamide FC=1C=C(C=CC1F)[C@H]1[C@H](NC1)C(=O)NC=1C=CC=C2C=CC=NC12